(E)-tert-butyl 4-(6-chloro-5-(3-ethoxy-3-oxoprop-1-en-1-yl)-2-methoxypyridin-3-yl)piperidine-1-carboxylate ClC1=C(C=C(C(=N1)OC)C1CCN(CC1)C(=O)OC(C)(C)C)\C=C\C(=O)OCC